C(C1=CC(OC)=C(O)C=C1)NC(CCC\C=C/C\C=C/C\C=C/C\C=C/CCCCC)=O N-Vanillylarachidonamide